tert-butyl (trans)-4-aminocyclohexane-1-carboxylate N[C@@H]1CC[C@H](CC1)C(=O)OC(C)(C)C